Deazaguanine CS(=O)(=O)O.C1=C(NC(=O)C2=C1NC=N2)N